((2S,3R,6R)-3-(((3-Chloro-5-(trifluoromethyl)pyridin-2-yl)amino)methyl)-2,6-dimethylmorpholino)(6-methyl-3-(2H-1,2,3-triazol-2-yl)pyridin-2-yl)methanone ClC=1C(=NC=C(C1)C(F)(F)F)NC[C@@H]1[C@@H](O[C@@H](CN1C(=O)C1=NC(=CC=C1N1N=CC=N1)C)C)C